C1=C2C(C=3N(C2=CC=C1)C=1C=CC=CC1N3)=O 4b,9-diazaindeno[1,2-a]inden-10-one